FC1=CC=C(C=C1)C=1N=CN(C1C1=C2C(=NC=C1)NC=C2)[C@H]2CC[C@H](CC2)C(=O)OC Methyl cis-4-(4-(4-fluorophenyl)-5-(1H-pyrrolo[2,3-b]pyridin-4-yl)-1H-imidazol-1-yl)cyclohexane-1-carboxylate